N-((S)-1-((R)-1,1-dimethylethylsulfinamido)-1,3-dihydrospiro[indene-2,4'-piperidin]-5-yl)methanesulfonamide trifluoroacetate FC(C(=O)O)(F)F.CC(C)(C)[S@@](=O)N[C@@H]1C2=CC=C(C=C2CC12CCNCC2)NS(=O)(=O)C